BrC=1N=C(N2C1C=CC(=C2)S(=O)(=O)NC2(CC2)C#N)C=2SC(=NN2)C(F)F 1-bromo-N-(1-cyanocyclopropyl)-3-(5-(difluoromethyl)-1,3,4-thiadiazol-2-yl)imidazo[1,5-a]pyridine-6-sulfonamide